5-bromo-1-(cyclopropylmethyl)-3-methyl-1H-pyrazol BrC1=CC(=NN1CC1CC1)C